α-t-butyl-L-alanine C(C)(C)(C)[C@](N)(C)C(=O)O